tert-Butyl N-[2-[2-[5-[(3-methyloxetan-3-yl)methoxy]benzimidazol-1-yl]-8-quinolyl]-2-azaspiro[3.3]heptan-6-yl]carbamate CC1(COC1)COC1=CC2=C(N(C=N2)C2=NC3=C(C=CC=C3C=C2)N2CC3(C2)CC(C3)NC(OC(C)(C)C)=O)C=C1